C1(=CC=CC=C1)C1CN(CC1)C(=O)OCC(CN1CC=2NC3=CC=CC=C3C2CC1)O 2-hydroxy-3-(1,3,4,9-tetrahydro-2H-pyrido[3,4-b]indol-2-yl)propyl 3-phenylpyrrolidine-1-carboxylate